Cl.BrC=1C=CC(=NC1)NC(C1=NC=C(C=C1)CCCCC)=O N-(5-bromopyridin-2-yl)-5-pentylpicolinamide hydrogen chloride